1-(1H-benzo[d]imidazol-2-yl)-3-(4-fluorophenyl)urea N1C(=NC2=C1C=CC=C2)NC(=O)NC2=CC=C(C=C2)F